6-(6-(3,3-difluorocyclobutoxy)-5-fluoropyridin-3-yl)-2,2-difluoro-7-((5-methoxy-7-methyl-1H-indol-4-yl)methyl)-7-azaspiro[3.5]nonane FC1(CC(C1)OC1=C(C=C(C=N1)C1CC2(CC(C2)(F)F)CCN1CC1=C2C=CNC2=C(C=C1OC)C)F)F